BrCN1N=NC2=C1C=CC=C2 1-(bromomethyl)-1H-benzo[d][1,2,3]triazole